1-Decyl-4-propylpiperidinium cyanid [C-]#N.C(CCCCCCCCC)[NH+]1CCC(CC1)CCC